ClC=1C=CC=C2C=CC=C(C12)N1CC=2N=C(N=C(C2CC1)N1C[C@H]2C[C@H]([C@@H](C1)N2)O)OCC21CCCN1CC(C2)F (1R,5R,6R)-3-(7-(8-chloronaphthalen-1-yl)-2-((2-fluorotetrahydro-1H-pyrrolizin-7a(5H)-yl)methoxy)-5,6,7,8-tetrahydropyrido[3,4-d]pyrimidin-4-yl)-3,8-diazabicyclo[3.2.1]octan-6-ol